C(C)(C)(C)OC(=O)N1[C@@H](CN([C@H](C1)C)C=1C2=C(N=CN1)N(C=C2I)S(=O)(=O)C2=CC=C(C)C=C2)C.FC2(CC(C2)COC=2C=NC=CC2)F 3-[(3,3-Difluorocyclobutyl)methoxy]pyridine tert-Butyl-(2R,5S)-4-(5-iodo-7-tosyl-7H-pyrrolo[2,3-d]pyrimidin-4-yl)-2,5-dimethylpiperazine-1-carboxylate